(2'-Ethyl-4-(pyrrolidin-3-yl)biphenyl-3-yl)methanol C(C)C1=C(C=CC=C1)C1=CC(=C(C=C1)C1CNCC1)CO